CC=1C(=NNC(C1C(F)(F)F)=O)COCCC(=O)O 3-[[4-methyl-6-oxo-5-(trifluoromethyl)-1H-pyridazin-3-yl]methoxy]propanoic acid